C(CCCCCCCCCCCCCCCCCCC)(=O)NC(CO)C(CCCCCCCCCCCCC)O 2-eicosanoylaminohexadecane-1,3-diol